C(C)NC1=C(C(C=O)=CC(=C1)NCC)O 3,5-diethylamino-salicylaldehyde